N-(4-(3-((2,4-Dimethoxybenzyl)amino)-6-(pyrazolo[1,5-a]pyrimidin-3-yl)-1H-pyrazolo[4,3-c]pyridin-1-yl)-3-methoxyphenyl)methanesulfonamide COC1=C(CNC2=NN(C3=C2C=NC(=C3)C=3C=NN2C3N=CC=C2)C2=C(C=C(C=C2)NS(=O)(=O)C)OC)C=CC(=C1)OC